C(C)(C)(C)[C@@H]1CC=2C=C3C(=NC2CC1)SC(=C3)C(=O)N[C@H](CC[NH+]3CCC(CC3)OC)C3=CC=C(C=C3)C3=CNC(C=C3)=O |r| rac-(6S)-6-tert-butyl-N-[rac-(1R)-3-(4-methoxypiperidin-1-ium-1-yl)-1-[4-(6-oxo-1H-pyridin-3-yl)phenyl]propyl]-5,6,7,8-tetrahydrothieno[2,3-b]quinoline-2-carboxamide